ethyl-2-(3-cyano-6-methyl-4-(trifluoromethyl)pyridin-2-yl)octahydrocyclopenta[c]pyrrole-1-carboxylate C(C)OC(=O)C1N(CC2C1CCC2)C2=NC(=CC(=C2C#N)C(F)(F)F)C